3-amino-1-(3-(benzyloxy)phenyl)propan-1-ol NCCC(O)C1=CC(=CC=C1)OCC1=CC=CC=C1